6'-hydroxy-2',6'-dimethyl-7'-oxo-6',7'-dihydrospiro[cyclopropane-1,5'-inden] OC1(C2(C=C3C=C(C=C3C1=O)C)CC2)C